N6-[2-fluoro-3-(trifluoromethyl)phenyl]-1H-pyrazolo[3,4-d]pyrimidine-3,6-diamine FC1=C(C=CC=C1C(F)(F)F)NC1=NC=C2C(=N1)NN=C2N